(1-((4-fluorophenyl)sulfonyl)-1,2,3,4-tetrahydroquinolin-7-yl)-4-(trifluoromethoxy)benzenesulfonamide FC1=CC=C(C=C1)S(=O)(=O)N1CCCC2=CC=C(C=C12)C1=C(C=CC(=C1)OC(F)(F)F)S(=O)(=O)N